F[C@H]1CN(CC1)CC(=O)NCC1=CC(=NC=C1)OCC(F)(F)F (R)-2-(3-Fluoropyrrolidin-1-yl)-N-((2-(2,2,2-trifluoroethoxy)pyridin-4-yl)methyl)acetamide